N=1C=NN2C1C=C(C=C2)OC2=C(C=C(C=C2)NC2=NC=NC1=CC3=C(C=C21)N2CCN([C@@H](CO3)C2)C(C#CC)=O)C 1-((10R)-4-((4-([1,2,4]triazolo[1,5-a]pyridin-7-yloxy)-3-methylphenyl)amino)-7,8,10,11-tetrahydro-9H-6,10-methano[1,4,7]oxadiazonino[3,2-g]quinazolin-9-yl)but-2-yn-1-one